C(C)(C)(C)OC(NC1=NC=CC(=C1)OC1=C(C=C(C=C1)F)F)=O (4-(2,4-difluorophenoxy)pyridin-2-yl)carbamic acid tert-butyl ester